N1(CCC1)C(/C=C/C=1C=NN2C1N(C(C(=C2O)C(=O)NC2CC2)=O)CC(C)C)=O (E)-3-(3-(Azetidin-1-yl)-3-oxoprop-1-en-1-yl)-N-cyclopropyl-7-hydroxy-4-isobutyl-5-oxo-4,5-dihydropyrazolo[1,5-a]pyrimidine-6-carboxamide